2-chloro-6-ethoxy-N-[1-[3-(triazol-2-yl)pyrazin-2-yl]ethyl]pyridine-4-carboxamide ClC1=NC(=CC(=C1)C(=O)NC(C)C1=NC=CN=C1N1N=CC=N1)OCC